1,2,4-oxadiazol-5(4H)-one trifluoroacetate FC(C(=O)O)(F)F.O1N=CNC1=O